CN(CCN(C1=CC=C(C=C1)N)C)C N-[2-(dimethylamino)ethyl]-N-methylbenzene-1,4-diamine